3-(4-methoxyphenyl)-3-(4-morpholinophenyl)-7-methoxy-11-(3,5-difluorophenyl)-13,13-diethyl-3H,13H-indeno[2',3':3,4]naphtho[1,2-b]pyran COC1=CC=C(C=C1)C1(C=CC2=C(O1)C=1C=CC(=CC1C1=C2C(C2=CC(=CC=C21)C2=CC(=CC(=C2)F)F)(CC)CC)OC)C2=CC=C(C=C2)N2CCOCC2